C(C=C)C1=C(C2=C(C=CC=C2C=C1)Cl)N allyl-8-chloronaphthalen-1-amine